1-(3-chloro-2-pyridyl)-4'-cyano-2'-methyl-6'-methylcarbamoyl-3-{[5-(trifluoromethyl)-2H-tetrazol-2-yl]methyl}-1H-pyrazole-5-carboxanilide ClC=1C(=NC=CC1)N1N=C(C=C1C(=O)NC1=C(C=C(C=C1C(NC)=O)C#N)C)CN1N=C(N=N1)C(F)(F)F